ClC=1C(=C(C(=O)N\N=C\C2=C(C=C(C(=O)OC)C=C2)F)C=CC1)F methyl (E)-4-((2-(3-chloro-2-fluorobenzoyl)hydrazineylidene)methyl)-3-fluorobenzoate